4-chloro-5-(3-(p-tolyloxy)prop-1-yn-1-yl)-1H-pyrrolo[2,3-b]pyridine ClC1=C2C(=NC=C1C#CCOC1=CC=C(C=C1)C)NC=C2